BrC1=CC=C2C(=C(C(N(C2=C1)C)=O)C#N)N1CCC(CC1)C=1OC2=C(N1)C=C(C=C2)C(C)C 7-bromo-1-methyl-2-oxo-4-{4-[5-(propan-2-yl)-1,3-benzoxazol-2-yl]piperidin-1-yl}-1,2-dihydroquinoline-3-carbonitrile